C(C#CC)(=O)N[C@@H]1C[C@@H](CCC1)C1=C2C(=C(NC2=C(C=C1F)C(=O)N)C)Cl 4-((1R,3S)-3-(but-2-ynamido)cyclohexyl)-3-chloro-5-fluoro-2-methyl-1H-indole-7-carboxamide